C(OC1=CC=C(C=C1)[N+](=O)[O-])(OCC[C@@H]1CC2=C(C=3NC4=C(C=C(C=C4C13)F)F)C=CC(=C2)F)=O 4-nitrophenyl 2-[(6S)-3,8,10-trifluoro-5H,6H,11H-benzo[a]carbazol-6-yl]ethyl carbonate